5-benzenetriol C1=C(C=C(C=C1O)O)O